5-(2,5-dihydroxytetrahydrofuran-3-yl)-3a,4,5,9b-tetrahydronaphtho[1,2-c]furan-1,3-dione OC1OC(CC1C1CC2C(C(OC2=O)=O)C2=CC=CC=C12)O